COC(CNC(C1=CC(=C(C=C1)I)OC)=O)OC N-(2,2-dimethoxyethyl)-4-iodo-3-methoxybenzamide